8-Oxa-2-aza-spiro[4.5]decane-2-carboxylic acid [7-(1-difluoromethyl-1H-pyrazol-4-yl)-4-methoxy-thiazolo[4,5-c]pyridin-2-yl]-amide FC(N1N=CC(=C1)C=1C2=C(C(=NC1)OC)N=C(S2)NC(=O)N2CC1(CC2)CCOCC1)F